ClC1=C(C(=O)NC=2C=C3C=C(N(C3=CC2)C)C(=O)NC2=C(C=C(C=C2)F)C)C=C(C=C1)CNC(C(C)C)=O 5-(2-chloro-5-(isobutyrylaminomethyl)benzoylamino)-N-(4-fluoro-2-methylphenyl)-1-methyl-1H-indole-2-carboxamide